N-[4-[(6,7-dimethoxy-1,5-naphthyridin-4-yl)oxy]-3-fluorophenyl]-5-(4-fluorophenyl)-2-methoxy-1,6-dimethyl-4-oxopyridine-3-carboxamide COC=1N=C2C(=CC=NC2=CC1OC)OC1=C(C=C(C=C1)NC(=O)C1=C(N(C(=C(C1=O)C1=CC=C(C=C1)F)C)C)OC)F